C(CCC)N1C=NC=C1 1-normal butylimidazole